ethyl 2-(2-morpholinoacetyl)cyclopropane-1-carboxylate O1CCN(CC1)CC(=O)C1C(C1)C(=O)OCC